N1=CC=NC2=CC(=CC=C12)CC1=NC(=CC(=C1N)N1C2(CC2)CNCC1)C(F)(F)F (Quinoxalin-6-ylmethyl)-4-(4,7-diazaspiro[2.5]octan-4-yl)-6-(trifluoromethyl)pyridin-3-amine